C(C1=CC(C(=O)OCC2(COC2)CC)=CC=C1)(=O)OCC1(COC1)CC bis[(3-ethyloxetan-3-yl) methyl] isophthalate